ClC=1C=CC(=C(C1)C=1N=CN(C(C1)=O)C1=NC=2C=3C=CN=C(CCCCC(C(NC2C=C1)=O)C)C3)N3N=NC(=C3)Cl 4-[5-chloro-2-(4-chloro-1H-1,2,3-triazol-1-yl)phenyl]-6-oxo-1,6-dihydropyrimidin-1-yl-10-methyl-3,8,16-triazatricyclo[13.3.1.02,7]nonadeca-1(19),2(7),3,5,15,17-hexaen-9-one